C(C)(C)(C)OC(=O)N1C[C@@H]2COC3=C(C(N2CC1)=O)C(=CC(=C3Cl)C3=C(C=CC=C3O)F)OC (12AR)-10-chloro-9-(2-fluoro-6-hydroxyphenyl)-7-methoxy-6-oxo-3,4,12,12a-tetrahydro-6H-pyrazino[2,1-c][1,4]benzoxazepine-2(1H)-carboxylic acid tert-butyl ester